OC1=C(C(=C(CC=2C=C(C=C(C2O)CC2=C(C(=C(C=C2C)O)C)C)C(C)(C)C2=CC=C(C=C2)C(CC2=CC(=C(C(=C2)CC2=C(C(=C(C=C2C)O)C)C)O)CC2=C(C(=C(C=C2C)O)C)C)C2=CC(=C(C(=C2)CC2=C(C(=C(C=C2C)O)C)C)O)CC2=C(C(=C(C=C2C)O)C)C)C(=C1)C)C)C 4,4'-[1-{4-[1-(3,5-bis(4-hydroxy-2,3,6-trimethylbenzyl)-4-hydroxyphenyl)-1-methylethyl]phenyl}ethylene]bis[2,6-bis(4-hydroxy-2,3,6-trimethylbenzyl)phenol]